COC(=O)C1=NC=NN1C(C)C.FC1(CC=2C=C(C=NC2CC1)NC1=NC(=NC=C1)NC1=CC(=C(C=C1)OC1CC(C1)N(C)C)OC)F 4-(6,6-difluoro-5,6,7,8-tetrahydro-3-quinolylamino)-2-{3-methoxy-4-[(1r,3r)-3-(dimethylamino)cyclobutoxy]phenylamino}pyrimidine methyl-1-isopropyl-1H-1,2,4-triazole-5-carboxylate